FC=1C=C(N)C=CC1OC1=C(C=NC2=CC(=C(C=C12)OC)OC)F 3-fluoro-4-[(3-fluoro-6,7-dimethoxy-4-quinolyl)oxy]aniline